N-((1R,2S)-2-fluorocyclopropyl)-6-(4-(5-formylpyrimidin-2-yl)indolin-1-yl)-8-((4-methoxybenzyl)(methyl)amino)imidazo[1,2-b]pyridazine-3-carboxamide F[C@@H]1[C@@H](C1)NC(=O)C1=CN=C2N1N=C(C=C2N(C)CC2=CC=C(C=C2)OC)N2CCC1=C(C=CC=C21)C2=NC=C(C=N2)C=O